4-(6-aminopyrimidine-4-carbonyl)piperazine-1-carboxylic acid tert-butyl ester C(C)(C)(C)OC(=O)N1CCN(CC1)C(=O)C1=NC=NC(=C1)N